3-(4-((2-(2-(2-(2-(4-(4-amino-3-(4-phenoxyphenyl)-1H-pyrazolo[3,4-d]Pyrimidin-1-yl)piperidin-1-yl)ethoxy)ethoxy)ethoxy)ethyl)thio)-1-oxoisoindoline-2-yl)piperidine NC1=C2C(=NC=N1)N(N=C2C2=CC=C(C=C2)OC2=CC=CC=C2)C2CCN(CC2)CCOCCOCCOCCSC2=C1CN(C(C1=CC=C2)=O)C2CNCCC2